3-(5-amino-pyrazin-2-yl)-benzenesulfonamide NC=1N=CC(=NC1)C=1C=C(C=CC1)S(=O)(=O)N